(endo)-7-cyano-N-(4-(3-(trifluoromethyl)phenyl)-1,3-thiazol-2-yl)-7-azabicyclo[2.2.1]heptan-2-carboxamide C(#N)N1C2C(CC1CC2)C(=O)NC=2SC=C(N2)C2=CC(=CC=C2)C(F)(F)F